(5'S)-3-[(2-cyclopropylimidazo[1,2-a]pyridin-6-yl)methoxy]-5'-(pyrazin-2-yl)tetrahydro-3'H-spiro[cyclobutane-1,2'-pyrrolo[2,1-b][1,3]oxazol]-3'-one C1(CC1)C=1N=C2N(C=C(C=C2)COC2CC3(C(N4C(O3)CC[C@H]4C4=NC=CN=C4)=O)C2)C1